C(C)(C)(C)C=1C=C(OC2=C(C=C(C=C2)C2C=3C(NC(C2)=O)=NNC3)OC)C=C(C1)C(C)(C)C 4-[4-(3,5-di-tert-butylphenoxy)-3-methoxyphenyl]-2h,4h,5h,6h,7h-pyrazolo[3,4-b]pyridin-6-one